C(C)(C)(C)C1=C(C(=CC(=C1)N)C(C)(C)C)O 2,6-di-tert-butyl-4-aminophenol